O1C2=C(OCC1)C=C(C=C2)C2=CC=C(C=C2)N2N=NC(=C2)C=2C=C(C#N)C=CC2 3-(1-(4-(2,3-dihydrobenzo[b][1,4]dioxin-6-yl)phenyl)-1H-1,2,3-triazol-4-yl)benzonitrile